N,N-dimethyl-allyl-amine propanesulfonate C(CC)S(=O)(=O)O.CN(C)CC=C